C[C@H](C(C)=O)CC1=CC=C(C=C1)[N+](=O)[O-] (S)-(+)-3-methyl-4-(4-nitrophenyl)-2-butanone